[O-2].[Zn+2].[Sn+4].[In+3] indium stannum zinc oxide